FC(C1=NC=CC=C1C(=O)NC1=C2[C@@H](CC(C2=CC=C1)(C)C)C)F 2-(difluoromethyl)-N-[(3R)-1,1,3-trimethylindan-4-yl]-pyridine-3-carboxamide